3-butyl-3-methyl-2,4-pentanediol benzoate phenylglyoxylate C1(=CC=CC=C1)C(C(=O)OC(C(C(C)OC(C1=CC=CC=C1)=O)(C)CCCC)C)=O